BrCCCCOCCC#C 4-(4-Bromobutoxy)but-1-yne